m-1-(2-chloroethoxy)ethoxystyrene ClCCOC(C)OC=1C=C(C=C)C=CC1